4-oxo-4H-pyrido[1,2-a]pyrimidin-1-ium O=C1C=C[NH+]=C2N1C=CC=C2